C(#N)C1=CC=C(C=N1)C(=O)NC=1C(=NC=CC1)C(F)(F)F 6-cyano-N-[2-(trifluoromethyl)pyridin-3-yl]pyridine-3-carboxamide